1,1,1,2-butanetetraamine C(C(CC)N)(N)(N)N